4-[(3-methanesulfonylpyridin-2-yl)amino]-6-({5-[(2H3)methoxymethyl]pyridin-2-yl}amino)-N-(2H3)methylpyridazine-3-carboxamide CS(=O)(=O)C=1C(=NC=CC1)NC1=C(N=NC(=C1)NC1=NC=C(C=C1)COC([2H])([2H])[2H])C(=O)NC([2H])([2H])[2H]